C(C1=CC=CC=C1)OC(=O)N[C@H](CC(=O)OC)CNC(=O)OC(C)(C)C Methyl (R)-3-(((benzyloxy)carbonyl)amino)-4-((tert-butoxycarbonyl)amino)butanoate